COC1=C(C=CC(=C1)C1=NC=CN=C1)C1=CN=C(O1)[C@H](CCCCCC(CC)=O)NC(=O)C1=NOC2(C1)CCN(CC2)C N-{(1S)-1-[5-(2-Methoxy-4-pyrazin-2-ylphenyl)-1,3-oxazol-2-yl]-7-oxononyl}-8-methyl-1-oxa-2,8-diazaspiro[4.5]dec-2-en-3-carboxamid